1-[6-(3-methoxy-4-methyl-phenoxy)-3-pyridyl]-3H-imidazo[4,5-c]pyridin-2-one COC=1C=C(OC2=CC=C(C=N2)N2C(NC=3C=NC=CC32)=O)C=CC1C